1-ethyl-3-chloro-4-methyl-quinolinone (2-amino-3-(3-((6-((3,5-difluorophenyl)amino)pyridin-3-yl)methyl)isoxazol-5-yl)pyridin-1-ium-1-yl)methyl-hydrogenphosphate NC1=[N+](C=CC=C1C1=CC(=NO1)CC=1C=NC(=CC1)NC1=CC(=CC(=C1)F)F)COP(=O)(O)[O-].C(C)N1C(C(=C(C2=CC=CC=C12)C)Cl)=O